CC1=NC(=CC=C1NC1=CC=C(CNC(=O)C2CNC(C2)=O)C=C1)N1CCC(CC1)C(F)(F)F N-(4-((2-methyl-6-(4-(trifluoromethyl)piperidin-1-yl)pyridin-3-yl)amino)benzyl)-5-oxopyrrolidine-3-carboxamide